5-chloro-3-(difluoromethyl)thieno[3,2-b]thiophene-2-carboxylic acid ClC1=CC=2SC(=C(C2S1)C(F)F)C(=O)O